OC1=CC=C(C=C1)/C=C/C(=O)[O-] (2E)-3-(4-hydroxyphenyl)prop-2-enoate